2,3-bis[2-(2-pyridyl)ethylthio]propane-1-sulfonic acid-sodium salt [Na+].N1=C(C=CC=C1)CCSC(CS(=O)(=O)[O-])CSCCC1=NC=CC=C1